N-Acryloylamin C(C=C)(=O)N